N1(CCCCC1)C(=O)C=1C=NN2C1C=C(C=C2)C2=CNC=1N=C(N=CC12)NCCC(F)(F)F piperidin-1-yl(5-(2-((3,3,3-trifluoropropyl)amino)-7H-pyrrolo[2,3-d]pyrimidin-5-yl)pyrazolo[1,5-a]pyridin-3-yl)methanone